C1(=CC=CC2=CC=CC=C12)NCCC[Si](OC)(OC)C N-naphthyl-γ-aminopropylmethyldimethoxysilane